C1,4-dibromobutane BrCCCCBr